The molecule is a thiolactone arising from formal condensation of the mercapto (sulfanyl) and carboxylic acid groups of L-homocysteine. It has a role as a human metabolite. It is a thiolactone and a member of tetrahydrothiophenes. It derives from a L-homocysteine. C1CSC(=O)[C@H]1N